FC1=CC(=C(C=C1)C=1C(=C(C(=NC1C)C)C(=O)NC1=CC=C(C=C1)OC1=CC=NC2=CC=C(N=C12)C)O)C 5-(4-Fluoro-2-methylphenyl)-4-hydroxy-2,6-dimethyl-N-[4-[(6-methyl-1,5-naphthyridin-4-yl)oxy]phenyl]pyridine-3-carboxamide